2-methyl-4-(piperazin-1-yl)-1-benzofuran-7-carboxamide CC=1OC2=C(C1)C(=CC=C2C(=O)N)N2CCNCC2